silver chlorate Cl(=O)(=O)[O-].[Ag+]